2-(4-((dimethylamino)methyl)piperidin-1-yl)-4-ethoxy-N-(8-fluoro-2-methylimidazo[1,2-a]pyridin-6-yl)pyrimidine-5-carboxamide formate C(=O)O.CN(C)CC1CCN(CC1)C1=NC=C(C(=N1)OCC)C(=O)NC=1C=C(C=2N(C1)C=C(N2)C)F